C(C=C)(=O)N(CC(=O)O)C=1C=C2C(=NC1)N(C=C2\C=C\C2=CC=C(C=C2)Cl)C (E)-N-Acryloyl-N-(3-(4-chlorostyryl)-1-methyl-1H-pyrrolo[2,3-b]pyridin-5-yl)glycine